tert-Butyl 4-(2-(4-chloro-2-fluorophenyl)-4-(((trifluoromethyl)sulfonyl)oxy)-2H-chromen-8-yl)piperidine-1-carboxylate ClC1=CC(=C(C=C1)C1OC2=C(C=CC=C2C(=C1)OS(=O)(=O)C(F)(F)F)C1CCN(CC1)C(=O)OC(C)(C)C)F